5-((4-(3-bromopyridin-4-yl)piperazin-1-yl)methyl)-2-(2,6-dioxopiperidin-3-yl)isoindoline-1,3-dione BrC=1C=NC=CC1N1CCN(CC1)CC=1C=C2C(N(C(C2=CC1)=O)C1C(NC(CC1)=O)=O)=O